NC1=CC(=NC=C1I)C(=O)OC methyl 4-amino-5-iodo-2-pyridinecarboxylate